[6,6,33-Trimethyl-2-oxo-7,10-dioxa-1,15,16,17-tetraazaheptacyclo[22.5.3.23,9.118,22.04,8.015,19.027,31]pentatriaconta-3,8,16,18(33),19,21,24,26,31,34-decaen-23-yl]acetic acid CC1(CC2=C3C(N4CCC5=CC=C(C(C6=CC=C7C(N=NN7CCCCOC(=C2O1)C=C3)=C6C)CC(=O)O)C=C5C4)=O)C